1-((2-(1-(aminomethyl)-2,6-dioxopiperidin-3-yl)-4-(benzyloxy)-1-oxoisoindolin-5-yl)methyl)-3-(3-(1-(trifluoromethyl)cyclopropyl)phenyl)urea NCN1C(C(CCC1=O)N1C(C2=CC=C(C(=C2C1)OCC1=CC=CC=C1)CNC(=O)NC1=CC(=CC=C1)C1(CC1)C(F)(F)F)=O)=O